The molecule is an indole alkaloid that is 2,3-dihydro-1H-indole substituted by hydroxy group at position 3, a 2,3-dihydroxy-3-methylbutyl group at position 3, an oxo group at position 2 and a beta-D-glucopyranosyl group attached to the indolic nitrogen. It has been isolated from the ethanol extract of the stems of Brucea mollis. It has a role as a metabolite and a plant metabolite. It is a N-glycosyl compound, an indole alkaloid, a cyclic ketone, a tertiary alcohol and a secondary alcohol. CC(C)([C@H](C[C@]1(C2=CC=CC=C2N(C1=O)[C@H]3[C@@H]([C@H]([C@@H]([C@H](O3)CO)O)O)O)O)O)O